N-(1-cyanocyclopentyl)-6-[(2,6-difluoro-4-pyridyl)amino]-3-methoxy-pyridine-2-carboxamide C(#N)C1(CCCC1)NC(=O)C1=NC(=CC=C1OC)NC1=CC(=NC(=C1)F)F